COC1=C(OC2=CC=C(C3=CC=CC=C23)C#N)C=CC(=C1)C1C=2C(NC(C1)=O)=NNC2 4-(2-methoxy-4-{6-oxo-2H,4H,5H,6H,7H-pyrazolo[3,4-b]pyridin-4-yl}phenoxy)naphthalene-1-carbonitrile